O1CN=CC2=C1C=CC(=C2)S(=O)(=O)N Z-benzo[e][1,3]oxazine-6-sulfonamide